4-amino-7-[(1s,4r)-3-azabicyclo[2.2.1]hept-3-yl]-1-(2-methylpyrazol-3-yl)pyrido[2,3-d]pyrimidin-2-one NC=1C2=C(N(C(N1)=O)C=1N(N=CC1)C)N=C(C=C2)N2C[C@H]1CC[C@@H]2C1